Isoquinoline-7-carboxamide C1=NC=CC2=CC=C(C=C12)C(=O)N